C=1(N=CCC2=CC(C=CC12)=O)[2H] isoquinoline-6(4H)-one-1-d